bromo-2,6-difluoro-1,1'-biphenyl BrC=1C(=C(C(=CC1)F)C1=CC=CC=C1)F